[Si]12(OCCN(CCO1)CCO2)CCCNC(SCCOC)=O S-(2-methoxyethyl) (3-(2,8,9-trioxa-5-aza-1-silabicyclo[3.3.3]undecan-1-yl)propyl)carbamothioate